2-(4-fluorophenyl)-2-(2-(piperazin-1-yl)pyrimidin-5-yl)ethanol FC1=CC=C(C=C1)C(CO)C=1C=NC(=NC1)N1CCNCC1